CC1NCCC2=CN=CC=C12 1-methyl-1,2,3,4-tetrahydro-2,6-naphthyridine